N(N)C1=NC=C(C(=O)[O-])C=C1 6-hydrazinonicotinate